tert-butyl (6-(4-(5-chloro-7-((2,2,2-trifluoroethyl)amino)-[1,2,4]triazolo[1,5-a]pyrimidin-6-yl)-3,5-difluorophenoxy)spiro[3.3]hept-2-yl)(methyl)carbamate ClC1=NC=2N(C(=C1C1=C(C=C(OC3CC4(CC(C4)N(C(OC(C)(C)C)=O)C)C3)C=C1F)F)NCC(F)(F)F)N=CN2